C(C)(C)(C)OC(=O)N1C=CC=2C1=CN=CC2B(O)O (1-(tert-butoxycarbonyl)-1H-pyrrolo[2,3-c]Pyridin-4-yl)boronic acid